FC=1C=C(C(=O)N2CCN(CC2)C2=C(C=C(C=C2)C(CCC)=O)C(F)(F)F)C=CC1F 1-(4-(4-(3,4-difluorobenzoyl)piperazin-1-yl)-3-(trifluoromethyl)phenyl)butan-1-one